FC(OC1=CC=C(C=C1)CC#N)(F)F 2-[4-(trifluoromethoxy)phenyl]acetonitrile